3-((3-Exo)-3-((4-((5-methyl-1H-pyrazol-3-yl)amino)-7-(1-methyl-1H-pyrazol-4-yl)quinazolin-2-yl)amino)-9-azabicyclo[3.3.1]nonan-9-yl)propionitrile CC1=CC(=NN1)NC1=NC(=NC2=CC(=CC=C12)C=1C=NN(C1)C)NC1CC2CCCC(C1)N2CCC#N